N-(5-(5-amino-1H-pyrazol-1-yl)-1,3,4-thiadiazol-2-yl)-4-(2-carbamoyl-6-chlorophenyl)-3-(2-methoxyethoxy)-2-oxo-2H-pyran-6-carboxamide NC1=CC=NN1C1=NN=C(S1)NC(=O)C1=CC(=C(C(O1)=O)OCCOC)C1=C(C=CC=C1Cl)C(N)=O